COC=1C=C2C(=NC(=NC2=CC1OC)C=1C=CC=C2C=CC=NC12)NCCN N1-(6,7-dimethoxy-2-(quinolin-8-yl)quinazolin-4-yl)ethane-1,2-diamine